4-(2-(6-bromo-2,3,4-trifluoro-N-(2-(trifluoromethyl)benzyl)phenyl-sulfonamido)-N-(3,5-dicyclopropylbenzyl)acetamido)-3-ethoxybenzoic acid BrC1=CC(=C(C(=C1S(=O)(=O)N(CC1=C(C=CC=C1)C(F)(F)F)CC(=O)N(CC1=CC(=CC(=C1)C1CC1)C1CC1)C1=C(C=C(C(=O)O)C=C1)OCC)F)F)F